6H-imidazo[1',2':1,5]pyrrolo[2,3-d]pyrimidine N1=CN=CC2=C1N1C(=C2)NC=C1